C1(CC1)C1(C(C=CC=C1)N)N 1-cyclopropylbenzene-1,2-diamine